The molecule is a pentacyclic triterpenoid of the class of arborinane-type terpenoids isolated from the roots of Rubia yunnanensis. It has a role as a plant metabolite. It is a pentacyclic triterpenoid and a tetrol. CC(C)[C@@H]1C[C@H]([C@H]2[C@]1(CC[C@@]3([C@@]2(CC=C4[C@H]3[C@H](C[C@@H]5[C@@]4(CC[C@@H](C5(C)C)O)C)O)C)C)CO)O